1-(3-fluoro-4-methyl-(((6-(piperidin-4-yl)pyridin-2-yl)oxy)methyl)phenyl)ethan-1-one FC=1C(=C(C=CC1C)C(C)=O)COC1=NC(=CC=C1)C1CCNCC1